C(#N)C1=C(C(=C(C(=O)NC2=NC(=NC(=C2)C)N2CCC(CC2)(F)F)C=C1)N1CCC2(CC2)CC1)F 4-cyano-N-(2-(4,4-difluoropiperidin-1-yl)-6-methylpyrimidin-4-yl)-3-fluoro-2-(6-azaspiro[2.5]oct-6-yl)benzamide